N-(3,5-dicyanophenyl)thiourea C(#N)C=1C=C(C=C(C1)C#N)NC(=S)N